BrC=1N=CC(=NC1)C=1OC(=NN1)CCl C5-bromo-2-[5-(chloromethyl)-1,3,4-oxadiazol-2-yl]pyrazine